C1(CC1)[C@@H](CO)NC(OC(C)(C)C)=O tert-butyl (S)-(1-cyclopropyl-2-hydroxyethyl)carbamate